arginine hexadecanoyl ester C(CCCCCCCCCCCCCCC)(=O)OC([C@@H](N)CCCNC(N)=N)=O